2-(2-fluoro-6-nitrobenzyl)malonic acid diethyl ester C(C)OC(C(C(=O)OCC)CC1=C(C=CC=C1[N+](=O)[O-])F)=O